5-benzyloxy-2-methyl-pyrazolo[1,5-a]pyridine-3-carboxylic acid ethyl ester C(C)OC(=O)C=1C(=NN2C1C=C(C=C2)OCC2=CC=CC=C2)C